ClC1=C(C=CC(=C1)Cl)C1=CC=C(S1)CC(=O)NCCN1CCS(CC1)(=O)=O 2-(5-(2,4-Dichlorophenyl)thiophen-2-yl)-N-(2-(1,1-dioxidothiomorpholino)ethyl)acetamid